7-methoxy-4-(1-methyl-3-phenyl-1H-pyrazol-4-yl)quinazolin-6-yl (2S,5S)-2,5-dimethylpiperazine-1-carboxylate C[C@@H]1N(C[C@@H](NC1)C)C(=O)OC=1C=C2C(=NC=NC2=CC1OC)C=1C(=NN(C1)C)C1=CC=CC=C1